C(CCCCC)C(C(=O)N[C@@H](CC1=CC=C(C=C1)O)C(=O)OC)CCCCCC methyl (2-hexyloctanoyl)-L-tyrosinate